3-isobutyl-1,7-dimethyl-xanthine C(C(C)C)N1C(N(C(C=2N(C=NC12)C)=O)C)=O